O[C@H]1[C@H]([C@@H](CC1)N1C(C(=CC2=C1N=C(N=C2)NC2CCN(CC2)S(=O)(=O)C([2H])([2H])[2H])C([2H])(F)F)=O)C (-)-8-((1R,2S,3R)-3-hydroxy-2-methylcyclopentyl)-6-(difluoromethyl-d)-2-((1-((methyl-d3)sulfonyl)piperidin-4-yl)amino)pyrido[2,3-d]pyrimidin-7(8H)-one